tetramethyl-1,3,8-triazaspiro(4.5)decane-2,4-dione CC1(C2(C(N(C(N2C)=O)C)=O)CCNC1)C